N1=CC(=CC=C1)\C(=C/C(=O)OCC)\C Ethyl (2Z)-3-(3-pyridinyl)-2-butenoate